1,6-diazaspiro[3.5]nonane-6-carboxylate N1CCC12CN(CCC2)C(=O)[O-]